3-(5-chloro-6-methylpyridin-3-yl)-5-(2-(3-fluoro-3-(fluoromethyl)azetidin-1-yl)-2-oxoethyl)thieno[3,2-c]pyridin-4(5H)-one ClC=1C=C(C=NC1C)C1=CSC2=C1C(N(C=C2)CC(=O)N2CC(C2)(CF)F)=O